2-((3R,5R,6S)-5-(3-chlorophenyl)-6-(4-chlorophenyl)-3-methyl-2-oxo-1-((R)-3,3,3-trifluoro-1-(pyridin-2-yl)propyl)piperidin-3-yl)acetic acid, 2,2,2-trifluoroacetic acid salt FC(C(=O)O)(F)F.ClC=1C=C(C=CC1)[C@H]1C[C@](C(N([C@@H]1C1=CC=C(C=C1)Cl)[C@H](CC(F)(F)F)C1=NC=CC=C1)=O)(C)CC(=O)O